methyl 2-(((tert-butoxycarbonyl)amino)methyl)-5-chloro-3-(trifluoromethyl)benzofuran-7-carboxylate C(C)(C)(C)OC(=O)NCC=1OC2=C(C1C(F)(F)F)C=C(C=C2C(=O)OC)Cl